OC1=CC=C(C=C1)C(\C=C\C1=CC=CC=C1)=O (E)-1-(4-hydroxyphenyl)-3-(phenyl)prop-2-en-1-one